C(C)(C)(C)OC(=O)N1C(CC2(CC(C2)(C)F)CC1)C1=CC=C(C=C1)C(=O)OC 2-fluoro-6-(4-(methoxycarbonyl)phenyl)-2-methyl-7-azaspiro[3.5]nonane-7-carboxylic acid tert-butyl ester